1-((S)-7-(4-fluorobenzyl)-2-isobutyl-2,3-dihydro-1H-pyrido[2,3-b][1,4]oxazin-1-yl)((2R,5R)-5-methyl-2-(((R)-3-methylmorpholino)methyl)piperazin-1-yl)ethan-1-one FC1=CC=C(CC2=CC3=C(OC[C@@H](N3C(CN3[C@H](CN[C@@H](C3)C)CN3[C@@H](COCC3)C)=O)CC(C)C)N=C2)C=C1